NC1=CC(=C2C(=N1)C=C(S2)C2=CC=NN2)N[C@H](CO)CC (S)-2-((5-amino-2-(1H-pyrazol-5-yl)thieno[3,2-b]pyridin-7-yl)amino)-1-butanol